ClC1=C(C=CC=C1)CN1CCC(CC1)N1CCN(CCC1)C1=CC=CC(=N1)C(=O)NC1CCOCC1 6-(4-{1-[(2-Chlorophenyl)methyl]piperidin-4-yl}-1,4-diazepan-1-yl)-N-(oxan-4-yl)pyridine-2-carboxamide